(R)-1-(2-chloropyridin-3-yl)ethyl (4-(5-((3-fluorobicyclo[1.1.1]pentan-1-yl)carbamoyl)pyridin-2-yl)-1-methyl-1H-pyrazol-5-yl)carbamate FC12CC(C1)(C2)NC(=O)C=2C=CC(=NC2)C=2C=NN(C2NC(O[C@H](C)C=2C(=NC=CC2)Cl)=O)C